methylenebis(3-methyl-6-tert-butylphenol) C(C1=C(C(=CC=C1C)C(C)(C)C)O)C1=C(C(=CC=C1C)C(C)(C)C)O